(Pivaloyloxy)methyl (3R)-3-(2-(4-ethyl-2,3-dioxopiperazine-1-carboxamido)-2-phenylacetamido)-2-hydroxy-3,4-dihydro-2H-benzo[e][1,2]oxaborinine-8-carboxylate C(C)N1C(C(N(CC1)C(=O)NC(C(=O)N[C@@H]1B(OC2=C(C1)C=CC=C2C(=O)OCOC(C(C)(C)C)=O)O)C2=CC=CC=C2)=O)=O